C1(=CC=CC=C1)CCCC(=O)NCCOC1=CC=C2CCC3(C2=C1)CCC(CC3)C(=O)[O-] 6'-[2-(4-phenylbutanamido)ethoxy]-2',3'-dihydrospiro[cyclohexane-1,1'-indene]-4-carboxylate